2,3,6-TRICHLOROPHENYLBORONIC ACID ClC1=C(C(=CC=C1Cl)Cl)B(O)O